1-(3-(5-cyclopropylpyrimidin-2-yl)azetidin-1-yl)-2-(4-methyl-1,2,5-oxadiazol-3-yl)ethan-1-one C1(CC1)C=1C=NC(=NC1)C1CN(C1)C(CC1=NON=C1C)=O